tert-butyl (2S,4R)-4-(2,3-dichloro-6-methoxyphenyl)-2-([[(2S)-1-methoxy-1-oxopropan-2-yl]amino]methyl)piperidine-1-carboxylate ClC1=C(C(=CC=C1Cl)OC)[C@H]1C[C@H](N(CC1)C(=O)OC(C)(C)C)CN[C@H](C(=O)OC)C